4-(6-bromoquinazolin-2-yl)-3,3-dimethyl-morpholine BrC=1C=C2C=NC(=NC2=CC1)N1C(COCC1)(C)C